[2-(methacryloyloxy) ethyl] phenylhydrogenphosphate C1(=CC=CC=C1)OP(=O)(OCCOC(C(=C)C)=O)[O-]